o-Cresyl p-toluenesulfonate CC1=CC=C(C=C1)S(=O)(=O)OC1=C(C=CC=C1)C